3-((4-(1-((1-(2-(2,6-dioxopiperidin-3-yl)-1,3-dioxoisoindolin-5-yl)pyrrolidine-3-yl)methyl)piperidin-4-yl)phenyl)amino)-6-methyl-5-(piperidin-1-yl)pyrazine-2-carboxamide O=C1NC(CCC1N1C(C2=CC=C(C=C2C1=O)N1CC(CC1)CN1CCC(CC1)C1=CC=C(C=C1)NC=1C(=NC(=C(N1)N1CCCCC1)C)C(=O)N)=O)=O